N1C(=NCC1)COC=1C=CC2=C(C1)C1=C(C(=C3C=CN=CC3=C1)C)O2 9-((4,5-dihydro-1H-imidazol-2-yl)methoxy)-5-methylbenzofuro[2,3-g]isoquinoline